tert-butyl (2-(2-(2-((3',6'-bis((4-methoxybenzyl)oxy)-3-oxo-3H-spiro[isobenzofuran-1,9'-xanthen]-5-yl)oxy)ethoxy)ethoxy)ethyl)carbamate COC1=CC=C(COC=2C=CC=3C4(C5=CC=C(C=C5OC3C2)OCC2=CC=C(C=C2)OC)OC(C2=CC(=CC=C24)OCCOCCOCCNC(OC(C)(C)C)=O)=O)C=C1